C12(CC(C1)C2)C(=O)N2[C@H]([C@H](C(C2)(F)F)NS(=O)(=O)C)CC2=C(C(=CC=C2)C2=NC=CC(=C2)C)F N-[(2S,3R)-1-(bicyclo[1.1.1]pentane-1-carbonyl)-4,4-difluoro-2-{[2-fluoro-3-(4-methylpyridin-2-yl)phenyl]methyl}-pyrrolidin-3-yl]methanesulfonamide